CN1C2=NC(=NC(=C2N=C1C1=CC=NC=C1)N1CCOCC1)NN=CC1=CC(=CC=C1)C 4-(9-methyl-2-(2-(3-methylbenzylidene)hydrazino)-8-(pyridin-4-yl)-9H-purin-6-yl)morpholine